ClC1=CC=C2C(=NC=3N(C2=C1)C=NN3)N(C)C3=CC(=CC=C3)C=3C=NC(=CC3)F 8-chloro-N-[3-(6-fluoro-3-pyridyl)phenyl]-N-methyl-[1,2,4]triazolo[4,3-a]quinazolin-5-amine